3-(benzylamino)propyltripropylsilane tert-Butyl-N-[(1S)-1-(6-bromo-3-pyridyl)ethyl]carbamate C(C)(C)(C)OC(N[C@@H](C)C=1C=NC(=CC1)Br)=O.C(C1=CC=CC=C1)NCCC[Si](CCC)(CCC)CCC